C(CCCC)C1(C(C(=O)O)C=CC=C1)N.C(C=1C(N)=CC=CC1)(=O)OC(C)CCC 2-pentyl anthranilate (2-pentyl anthranilate)